N1=NC=C2C1=CC=N2 pyrrolopyrazole